CN(C=1N=NC=C(N1)NC1=NNC(=C1)[C@@H]1C[C@@H](CC1)N(C([O-])=O)C1(CC1)C)C (1R,3S)-3-(3-((3-(dimethylamino)-1,2,4-triazin-5-yl)amino)-1H-pyrazol-5-yl)cyclopentyl(1-methylcyclopropyl)carbamate